N-(2-fluoro-3-(3-nitro-4-(1-oxo-1,2,3,4-tetrahydroisoquinolin-6-yl)-1H-pyrazol-1-yl)phenyl)acrylamide FC1=C(C=CC=C1N1N=C(C(=C1)C=1C=C2CCNC(C2=CC1)=O)[N+](=O)[O-])NC(C=C)=O